2-chloro-1-(4-(trans-2-phenylcyclopropanecarbonyl)piperazin-1-yl)ethanone ClCC(=O)N1CCN(CC1)C(=O)[C@H]1[C@@H](C1)C1=CC=CC=C1